C(C)(C)(C)OC(=O)N1CC2=NN(C(=C2C1)C1=C(C=CC=C1)F)CC1=CC(=C(C=C1)OC)Br 2-(3-bromo-4-methoxybenzyl)-3-(2-fluorophenyl)-4,6-dihydropyrrolo[3,4-c]pyrazole-5(2H)-carboxylic acid tert-butyl ester